CN1C(=NN=C1)C1=C(C=CC=C1)C1=CC(=CC=C1)C1=NC2=C(N1)C(=C(C=C2)OCCN2CCCC2)C(F)(F)F 2-(2'-(4-Methyl-4H-1,2,4-triazol-3-yl)-[1,1'-biphenyl]-3-yl)-6-(2-(pyrrolidine-1-yl)ethoxy)-7-(trifluoromethyl)-1H-benzo[d]imidazole